C(C(C)C)OC(=O)C=1NC2=CC=C(C=C2C1C#C)F 3-Ethynyl-5-fluoro-1H-indole-2-carboxylic acid isobutyl ester